OC1N(C(C=C1CCC)=O)C(C(=O)N)CC 2-(2-hydroxy-5-oxo-3-propyl-2,5-dihydro-1H-pyrrole-1-yl)butanamide